FC1=CC=C(C=C1)[P](C1=CC=C(C=C1)F)=O di(4-fluorophenyl)phosphorus oxide